2-fluoro-1-(3-(4-(4-(trifluoromethyl)phenyl)quinazolin-2-yl)azetidin-1-yl)propan-2-en-1-one FC(C(=O)N1CC(C1)C1=NC2=CC=CC=C2C(=N1)C1=CC=C(C=C1)C(F)(F)F)=C